C(C1=CC=CC=C1)C=1NC(=NN1)C(=O)NC1=NC=CC(=C1)C1=C(C=CC=C1)OC 5-benzyl-N-(4-(2-methoxyphenyl)pyridine-2-yl)-4H-1,2,4-triazole-3-formamide